1-((R)-2-((1R,4R,4aS,4bR,6aR,8R,10aS,10bR,12aR)-8-hydroxy-4,8,12a-trimethyloctadecahydrochrysen-1-yl)propyl)-1H-pyrazole-4-carbonitrile O[C@]1(C[C@H]2CC[C@H]3[C@@H]4[C@@H](CC[C@@H]([C@]4(CC[C@@H]3[C@H]2CC1)C)[C@H](CN1N=CC(=C1)C#N)C)C)C